1-((1R,4R)-4-((5-(2,6-DIOXOPIPERIDIN-3-YL)PYRIDIN-3-YL)AMINO)CYCLOHEXANE-1-CARBONYL)PIPERIDINE-4-CARBOXYLIC ACID O=C1NC(CCC1C=1C=C(C=NC1)NC1CCC(CC1)C(=O)N1CCC(CC1)C(=O)O)=O